C(C)(C)(C)OC(N(C)C1COC(OC1)(C)C)=O (2,2-dimethyl-1,3-dioxan-5-yl)(methyl)carbamic acid tert-butyl ester